3-Chloro-8-(2-diethylamino-ethoxy)-6,6-dimethyl-6H-benzo[b]naphtho[2,3-d]furan-11-one ClC=1C=CC2=C(OC3=C2C(C2=CC=C(C=C2C3(C)C)OCCN(CC)CC)=O)C1